O=C1N=C(NO1)C1(CC1)N1C(=CC2=CC(=CC=C12)C1CCOCC1)C(=O)O 1-[1-(5-oxo-2H-1,2,4-oxadiazol-3-yl)cyclopropyl]-5-tetrahydropyran-4-yl-indole-2-carboxylic acid